CN(C1=CC=C(C=C1)C=CC(=O)C1=CC=C(C=C1)N(C(O)=O)CC)C [4-[3-[4-(Dimethylamino)phenyl]prop-2-enoyl]phenyl]-ethylcarbamic acid